C(#N)C[C@@H]1N(CCN(C1)C=1C2=C(N=C(N1)OC[C@H]1N(C[C@@H](C1)OC)C)C(=C(N=C2)C2=CN=CC1=CC=CC(=C21)C)F)C(=O)OCC2=CC=CC=C2 benzyl (2S)-2-(cyanomethyl)-4-[8-fluoro-2-[[(2S,4R)-4-methoxy-1-methyl-pyrrolidin-2-yl]methoxy]-7-(5-methyl-4-isoquinolyl)pyrido[4,3-d]pyrimidin-4-yl]piperazine-1-carboxylate